FC1(C[C@]2(CCCN2C1)COC1=NC2=C(C(=C(C=C2C(=N1)N1CC2CCC(C1)N2)Cl)C2=C(C(=CC(=N2)N)C)C(F)(F)F)F)F 6-(2-{[(7aR)-2,2-difluoro-hexahydro-1H-pyrrolizin-7a-yl]methoxy}-6-chloro-4-{3,8-diazabicyclo[3.2.1]oct-3-yl}-8-fluoroquinazolin-7-yl)-4-methyl-5-(trifluoromethyl)pyridin-2-amine